C1NCC12CC(C2)CC2=NOC(=N2)C(F)(F)F 3-(2-Azaspiro[3.3]heptan-6-ylmethyl)-5-(trifluoromethyl)-1,2,4-oxadiazole